(3R,6S)-3-((tert-Butoxycarbonyl)(hydroxy)amino)-6-carbamoyl-4-methyl-3,6-dihydropyridine-1(2H)-carboxylic acid tert-butyl ester C(C)(C)(C)OC(=O)N1C[C@@H](C(=C[C@H]1C(N)=O)C)N(O)C(=O)OC(C)(C)C